C1(CC1)COC(CC)=O propionic acid cyclopropylmethyl ester